COC(=O)C1=C(C2=C(C3=NC=C(C=C3N2C(C2CCOCC2)C2=NC=CC=C2C)C2=C(N=NN2C)C)S1)Cl 3-chloro-6-(1,4-dimethyl-1H-1,2,3-triazol-5-yl)-4-((3-methylpyridin-2-yl)(tetrahydro-2H-pyran-4-yl)methyl)-4H-thieno[2',3':4,5]pyrrolo[3,2-b]pyridine-2-carboxylic acid methyl ester